O[C@@H](C(=O)[O-])CC.[Na+] |r| Sodium DL-2-Hydroxybutyrate